hydroxynaphthylacetic acid OC(C(=O)O)C1=CC=CC2=CC=CC=C12